5-(1-(2,2-difluoroethyl)-2-methyl-1H-imidazo[4,5-b]pyridin-6-yl)-N-(trans-3-ethoxycyclobutyl)pyrrolo[2,1-f][1,2,4]triazin-2-amine FC(CN1C(=NC2=NC=C(C=C21)C=2C=CN1N=C(N=CC12)N[C@@H]1C[C@H](C1)OCC)C)F